3-(4-(4-chlorophenoxy)-3-(1-methyl-7-oxo-6,7-dihydro-1H-pyrrolo[2,3-c]pyridin-3-yl)phenyl)-5,5-dimethylimidazolidine-2,4-dione ClC1=CC=C(OC2=C(C=C(C=C2)N2C(NC(C2=O)(C)C)=O)C2=CN(C=3C(NC=CC32)=O)C)C=C1